6-(4,4-difluoropiperidyl)-1-methylpyrimidin-2(1H)-one FC1(CCN(CC1)C1=CC=NC(N1C)=O)F